ethyl 2-(4-bromo-2-((5-(3-(((tert-butoxycarbonyl)amino)methyl)phenyl)benzofuran-3-yl)methoxy)phenyl)acetate BrC1=CC(=C(C=C1)CC(=O)OCC)OCC1=COC2=C1C=C(C=C2)C2=CC(=CC=C2)CNC(=O)OC(C)(C)C